(1-(5-bromo-2-methylbenzoyl)-5,5-difluoropiperidin-2-yl)methan BrC=1C=CC(=C(C(=O)N2C(CCC(C2)(F)F)C)C1)C